C(C)OC1=CC(=C(C=N1)N1C(O[C@]2(C1)C[C@H](CCC2)CN2C=NC1=C2C=C(C(=C1)F)C#N)=O)C 1-(((5s,7s)-3-(6-ethoxy-4-methylpyridin-3-yl)-2-oxo-1-oxa-3-azaspiro[4.5]decan-7-yl)methyl)-5-fluoro-1H-benzo[d]imidazole-6-carbonitrile